C(C)(C)(C)OC(=O)N1C[C@H]2C([C@H]2C1)C1=NOC(=N1)CN1C=NC=2N=CN(C2C1=O)C (1R,5S,6R)-6-(5-((7-methyl-6-oxo-6,7-dihydro-1H-purin-1-yl)methyl)-1,2,4-oxadiazol-3-yl)-3-azabicyclo[3.1.0]hexane-3-carboxylic acid tert-butyl ester